FC(C1=NN=C(O1)C=1C=CC(=NC1)CN(C(=O)C1(CCN(CC1)C)F)C1=CC(=CC=C1)F)F N-((5-(5-(difluoromethyl)-1,3,4-oxadiazol-2-yl)pyridin-2-yl)methyl)-4-fluoro-N-(3-fluorophenyl)-1-methylpiperidine-4-carboxamide